COC(=O)NC=1SC(=C(N1)C)S(=O)(=O)N1CCN(CC1)C[C@H](C)NC1=NC=NC2=C(C=CC=C12)C=1C(=NN(C1C)C(=O)OC(C)(C)C)C tert-butyl 4-[4-[[(2S)-1-[4-[[2-(methoxycarbonylamino)-4-methyl-1,3-thiazol-5-yl] sulfonyl] piperazin-1-yl] propan-2-yl] amino] quinazolin-8-yl]-3,5-dimethylpyrazole-1-carboxylate